BrC1=C(C=C2C(=NC(N(C2=C1)C1=C(C=CC=C1)C(C)C)=O)N1[C@H](CNCC1)C)Cl (S)-7-bromo-6-chloro-1-(2-isopropylphenyl)-4-(2-methylpiperazin-1-yl)quinazolin-2(1H)-one